4-((2S,5R)-5-ethyl-2-methyl-4-((R)-2-methyl-1-(4-(trifluoromethoxy)phenyl)propyl)piperazin-1-yl)-2-methyl-1-(((S)-tetrahydrofuran-2-yl)methyl)-1H-[1,2,4]triazolo[3,4-b]purine C(C)[C@H]1N(C[C@@H](N(C1)C=1C=2N=C(N(C2N2C(N1)=NN=C2)C[C@H]2OCCC2)C)C)[C@H](C(C)C)C2=CC=C(C=C2)OC(F)(F)F